ClC=1C=C(C=CC1Cl)C=1N=C(SC1SC(C)C)N1N=C(C(=C1C(=O)O)C1=C(C=CC(=C1)C)OC)C 1-(4-(3,4-dichlorophenyl)-5-(isopropylsulfanyl)thiazol-2-yl)-4-(2-methoxy-5-methylphenyl)-3-methyl-1H-pyrazole-5-carboxylic acid